N-(benzo[d]oxazol-6-yl)-5,6-dihydrobenzo[f]imidazo[1,5-d][1,4]oxazepine-10-carboxamide O1C=NC2=C1C=C(C=C2)NC(=O)C=2C=CC1=C(C=3N(CCO1)C=NC3)C2